4-nitro-4b,9b-dihydro-10H-indeno[1,2-b]benzofuran-10-one [N+](=O)([O-])C=1C=CC=C2C(C3C(OC4=C3C=CC=C4)C12)=O